N[C@@H](CCCCCC(=O)C=1OC=CN1)C1=C(N=C(N1)C1=CC=C(C=C1)F)Cl (S)-7-amino-7-(4-chloro-2-(4-fluorophenyl)-1H-imidazol-5-yl)-1-(oxazol-2-yl)heptan-1-one